FC=1C=C(C(=NC1)NC1=NC=NC(=C1)N)SC N4-(5-fluoro-3-(methylthio)pyridin-2-yl)pyrimidine-4,6-diamine